1-(N-(tert-Butoxycarbonyl)-N-methyl-L-leucyl)-1,2,3,6-tetrahydropyridine-2-carboxylic acid C(C)(C)(C)OC(=O)N([C@@H](CC(C)C)C(=O)N1C(CC=CC1)C(=O)O)C